Lithium chromat [Cr](=O)(=O)([O-])[O-].[Li+].[Li+]